1-tert-butoxycarbonyl-2-hydroxymethyl-piperazine C(C)(C)(C)OC(=O)N1C(CNCC1)CO